CC(CC#N)C1(CC(CCC1)C#N)N 1-methyl-2,3-dicyanoethyl-cyclohexaneamine